N-[3-[2-[2-(aminomethyl)morpholin-4-yl]-2-oxo-ethoxy]propyl]-4-[[3-(3-fluoro-4-methoxy-phenyl)imidazo[1,2-a]pyrazin-8-yl]amino]-2-methyl-benzamide NCC1CN(CCO1)C(COCCCNC(C1=C(C=C(C=C1)NC=1C=2N(C=CN1)C(=CN2)C2=CC(=C(C=C2)OC)F)C)=O)=O